BrC=1C=C2C(=NC1)N(C(=C2C)F)S(=O)(=O)C2=CC=C(C)C=C2 5-bromo-2-fluoro-3-methyl-1-tosyl-1H-pyrrolo[2,3-b]pyridine